OC1=CC=C(C=C1)N=NC1=CC=CC=C1 4-hydroxyazobenzene